N[C@H]1CN(C[C@@H]1OC)C(=O)OC(C)(C)C tert-butyl (3S,4S)-3-amino-4-methoxy-pyrrolidine-1-carboxylate